FC=1C=C(C=C(C1C)NC(=O)C1=CN=C2N1C=CC=C2)C=2OC=C(N2)C2CN(C2)C(=O)OC methyl 3-(2-(3-fluoro-5-(imidazo[1,2-a]pyridine-3-carboxamido)-4-methylphenyl)oxazol-4-yl)azetidine-1-carboxylate